methoxymethyl 4-hydroxy-2,3-dimethyl-1-naphthoate OC1=C(C(=C(C2=CC=CC=C12)C(=O)OCOC)C)C